(+-)-L-malic acid C([C@@H](O)CC(=O)O)(=O)O |r|